FC1=C(OC2=CC=C(C=C2)[C@@H]2CCCN3C2=NS(CC3)(=O)=O)C=C(C(=C1)F)F (9S)-9-[4-(2,4,5-trifluorophenoxy)phenyl]-3,4,6,7,8,9-hexahydropyrido[2,1-c][1,2,4]thiadiazine 2,2-dioxide